5-(4-((4-((R)-1-(5-(((3S,4S)-1-(tert-butoxycarbonyl)-4-fluoropyrrolidin-3-yl)amino)-2-methylbenzamido)ethyl)naphthalen-1-yl)ethynyl)piperidin-1-yl)pentanoic acid formate C(=O)O.C(C)(C)(C)OC(=O)N1C[C@@H]([C@H](C1)F)NC=1C=CC(=C(C(=O)N[C@H](C)C2=CC=C(C3=CC=CC=C23)C#CC2CCN(CC2)CCCCC(=O)O)C1)C